1-((4-(2-(7,8-dimethyl-[1,2,4]triazolo[1,5-a]pyridin-6-yl)-3-isopropyl-4-methyl-1H-pyrrolo[2,3-c]pyridin-5-yl)cyclohexyl)amino)-2-methylpropan-2-ol CC1=C(C=2N(C=C1C1=C(C=3C(=CN=C(C3C)C3CCC(CC3)NCC(C)(O)C)N1)C(C)C)N=CN2)C